BrCC1=CC(=C(C=N1)C1C(NC(CC1)=O)=O)F 3-(6-(Bromomethyl)-4-fluoropyridin-3-yl)piperidine-2,6-dione